NC([C@H](C[C@H]1C(NCC1)=O)NC(C(=CC1=CC(=CC=C1)F)NC(COC1=CC=C(C=C1)OC(F)(F)F)=O)=O)=O (S)-N-((S)-1-amino-1-oxo-3-((S)-2-oxopyrrolidin-3-yl)propan-2-yl)-3-(3-fluorophenyl)-2-(2-(4-(trifluoromethoxy)phenoxy)acetamido)propenamide